2-Chloro-4-methylthiazole-5-sulfonamide ClC=1SC(=C(N1)C)S(=O)(=O)N